(6-(7,8-dimethyl-3-(trifluoromethyl)-[1,2,4]triazolo[4,3-b]pyridazin-6-yl)-5,6,7,8-tetrahydro-1,6-naphthyridin-3-yl)(pyrrolidin-1-yl)methanone CC1=C(C=2N(N=C1N1CC=3C=C(C=NC3CC1)C(=O)N1CCCC1)C(=NN2)C(F)(F)F)C